COC=1C=C2CC(CNC2=CC1)C(=O)NC1=CC(=C(C=C1)C)C(F)(F)F 6-methoxy-N-(4-methyl-3-(trifluoromethyl)phenyl)-1,2,3,4-tetrahydroquinoline-3-carboxamide